N-((S)-chroman-4-yl)-7-fluoro-4-((1R,3S)-3-hydroxycyclobutyl)-8-(2,3,5-trifluorophenyl)quinoline-3-carboxamide O1CC[C@@H](C2=CC=CC=C12)NC(=O)C=1C=NC2=C(C(=CC=C2C1C1CC(C1)O)F)C1=C(C(=CC(=C1)F)F)F